N1=C(C=CC(=C1)C(=O)NN)C(=O)NN pyridine-2,5-dicarboxylic acid dihydrazide